FC(C1=C(C=CC=C1)C1CN(CCN1)C(=O)OC(C)(C)C)(F)F tert-butyl 3-[2-(trifluoromethyl)phenyl]piperazine-1-carboxylate